C(C)C(COP(=O)(OCC(CCCC)CC)[O-])CCCC.C(C)[P+](CC)(CC)CC tetraethyl-phosphonium bis(2-ethylhexyl)phosphate